C(CCCCCCCCCCCCCCCCC)(=O)[O-].[Ca+2].[Zn+2].ClC=1C(=C2C(=NC1C)CN(C2)C(=O)[C@H]2CN(CC2)C2=NC=C(C=N2)C(F)(F)F)C.C(CCCCCCCCCCCCCCCCC)(=O)[O-].C(CCCCCCCCCCCCCCCCC)(=O)[O-].C(CCCCCCCCCCCCCCCCC)(=O)[O-] (3-chloro-2,4-dimethyl-5,7-dihydropyrrolo[3,4-b]pyridin-6-yl)-[(3R)-1-[5-(trifluoromethyl)pyrimidin-2-yl]pyrrolidin-3-yl]methanone zinc-calcium stearate